C(C)OC(CCC1NC(CCC1)=O)=O 3-(6-oxo-2-piperidinyl)propionic acid ethyl ester